Thiophene-2-carboxylic acid benzyl ester C(C1=CC=CC=C1)OC(=O)C=1SC=CC1